4-methoxy-2-(3-(3-methoxyphenyl)pentan-3-yl)benzoic acid COC1=CC(=C(C(=O)O)C=C1)C(CC)(CC)C1=CC(=CC=C1)OC